N-(1-cyclobutyl-6-fluoro-7-(methoxymethyl)-1H-benzo[d]imidazol-2-yl)-3,3-dimethylbutanamide C1(CCC1)N1C(=NC2=C1C(=C(C=C2)F)COC)NC(CC(C)(C)C)=O